1-[2-(methoxy)pyridin-3-yl]piperazine Tert-butyl-(3S)-3-[[5-ethyl-4-(1-tritylpyrazolo[3,4-b]pyridin-3-yl)pyrimidin-2-yl]amino]piperidine-1-carboxylate C(C)(C)(C)OC(=O)N1C[C@H](CCC1)NC1=NC=C(C(=N1)C1=NN(C2=NC=CC=C21)C(C2=CC=CC=C2)(C2=CC=CC=C2)C2=CC=CC=C2)CC.COC2=NC=CC=C2N2CCNCC2